COCCCOCCC 1-(3-methoxypropoxy)propan